C(C)(=O)OCC(CC(C)C)C 2,4-dimethylpentyl Acetate